BrCCOCCO[Si](C)(C)C 8-Bromo-2,2-dimethyl-3,6-dioxa-2-silaoctane